tert-butyl (S)-(3-methoxy-1-((3-methoxybenzyl)amino)-1-oxopropan-2-yl)carbamate COC[C@@H](C(=O)NCC1=CC(=CC=C1)OC)NC(OC(C)(C)C)=O